N-[(S)-(5-bromo-1H-imidazo[4,5-b]pyridin-2-yl)(4-methylcyclohexyl)methyl]-2-ethyl-pyrazole-3-carboxamide BrC1=CC=C2C(=N1)N=C(N2)[C@@H](NC(=O)C=2N(N=CC2)CC)C2CCC(CC2)C